di-tert-butoxy-meta-xylene C(C)(C)(C)OC1=CC(=C(C=C1C)C)OC(C)(C)C